COC([C@@H](NC([C@@H](NC(=O)C=1NC2=CC=CC(=C2C1)OC)CC(C)C)=O)C[C@H]1C(NCC1)=O)=O N-(4-methoxy-1H-indole-2-carbonyl)-L-leucyl-3-[(3S)-2-oxopyrrolidin-3-yl]-L-alanine methyl ester